NC=1C=C(C=C2C=C(N=CC12)NC(=O)[C@H]1[C@@H](C1)CC#N)C=1C(=NC=CC1C)C=1C=NN(C1)C trans-N-(8-amino-6-(4-methyl-2-(1-methyl-1H-pyrazol-4-yl)pyridin-3-yl)isoquinolin-3-yl)-2-(cyanomethyl)cyclopropane-1-carboxamide